NC1=C2C(=NC=N1)N(N=C2C2=CC=C(C=C2)OC2=CC=CC=C2)C2CCN(CC2)CC=2C=C(C=CC2F)N2C(NC(CC2)=O)=O 1-(3-((4-(4-amino-3-(4-phenoxyphenyl)-1H-pyrazolo[3,4-d]pyrimidin-1-yl)piperidin-1-yl)methyl)-4-fluorophenyl)dihydropyrimidine-2,4(1H,3H)-dione